C([2H])([2H])([2H])NC=1N=CC=C2C=C(N=CC12)C1(CC1)C(=O)N (8-((methyl-d3)amino)-2,7-naphthyridin-3-yl)cyclopropanecarboxamide